4-Acetoxy-N-methyl-N-allyltryptamine C(C)(=O)OC=1C=CC=C2NC=C(CCN(CC=C)C)C12